1,9-bicarbazole-d15 C1(=C(C(=C(C=2C3=C(C(=C(C(=C3NC12)[2H])[2H])[2H])[2H])[2H])[2H])[2H])N1C2=C(C(=C(C(=C2C=2C(=C(C(=C(C12)[2H])[2H])[2H])[2H])[2H])[2H])[2H])[2H]